β-cyanoethylmethyldichlorosilane C(#N)CC[Si](Cl)(Cl)C